(2-ethyl-4-isopropyl-7-oxofuro[2,3-d]pyridazin-6(7H)-yl)-N-(pyrimidin-2-yl)acetamide C(C)C1=CC2=C(C(N(N=C2C(C)C)CC(=O)NC2=NC=CC=N2)=O)O1